2-(4-ethylphenyl)-3-(methylthio)-4-(trifluoromethyl)thiophene methyl-2-(4-(4-(1-(5-chloropyrimidin-2-yl)-4-methylpiperidin-4-yl)butoxy)-2-fluorophenyl)acetate COC(CC1=C(C=C(C=C1)OCCCCC1(CCN(CC1)C1=NC=C(C=N1)Cl)C)F)=O.C(C)C1=CC=C(C=C1)C=1SC=C(C1SC)C(F)(F)F